1-(4-(3-(2,5-dimethyl-1,2,3,4-tetrahydroisoquinolin-7-yl)-6-isocyano-1H-indazol-5-yl)-3-fluoro-5-methylphenyl)-N-methylmethanamine CN1CC2=CC(=CC(=C2CC1)C)C1=NNC2=CC(=C(C=C12)C1=C(C=C(C=C1C)CNC)F)[N+]#[C-]